(R)-2-(butylamino)-1-(2,3-difluorophenyl)ethan-1-ol C(CCC)NC[C@H](O)C1=C(C(=CC=C1)F)F